4-hydroxy-6-methylnicotinic acid OC1=CC(=NC=C1C(=O)O)C